C(C1=CC(=O)NC(=O)N1)(=O)O.N1=CC=CC(=C1)C1N(C)CCC1 nicotine monoorotate salt